C[Si](CCOCN1C=CC2=C1N=C(N=C2)N)(C)C 7-((2-(trimethylsilyl)ethoxy)methyl)-7H-Pyrrolo[2,3-d]pyrimidin-2-amine